6'-bromo-2',2'-dimethyl-2',3'-dihydrospiro[[1,3]dioxolane-2,4'-pyrano[2,3-b]pyridine] BrC=1C=C2C(=NC1)OC(CC21OCCO1)(C)C